N-[(2S,3R)-2-[(2,3'-difluoro[1,1'-biphenyl]-3-yl)methyl]-4,4-difluoro-1-((1r,3S)-3-fluorocyclobutane-1-carbonyl)pyrrolidin-3-yl]ethanesulfonamide FC1=C(C=CC=C1C[C@@H]1N(CC([C@@H]1NS(=O)(=O)CC)(F)F)C(=O)C1CC(C1)F)C1=CC(=CC=C1)F